3-(5-(((1S,2S)-2-(3-cyclobutylazetidin-1-yl)cyclohexyl)oxy)-4-fluoro-1-oxoisoindolin-2-yl)piperidine-2,6-dione C1(CCC1)C1CN(C1)[C@@H]1[C@H](CCCC1)OC=1C(=C2CN(C(C2=CC1)=O)C1C(NC(CC1)=O)=O)F